lithium bistrifluoro-methylsulfide FC(F)(F)SC(F)(F)F.[Li]